2-(bromomethyl)-3,4-dimethoxypyridine BrCC1=NC=CC(=C1OC)OC